Benzyl (2S,4S)-4-(2-((tert-butoxycarbonyl)amino)propan-2-yl)-2-(hydroxymethyl)pyrrolidine-1-carboxylate C(C)(C)(C)OC(=O)NC(C)(C)[C@H]1C[C@H](N(C1)C(=O)OCC1=CC=CC=C1)CO